ClC=1C(=NC=CC1)C(=O)NC1CN(CC1)C1=NC=C(C=C1)C=1C=2N(C=C(C1)OCC(C)(C)O)N=CC2C#N 3-chloro-N-(1-(5-(3-cyano-6-(2-hydroxy-2-methylpropoxy)pyrazolo[1,5-a]pyridin-4-yl)pyridin-2-yl)pyrrolidin-3-yl)picolinamide